C[Si]1(O[Si](O[Si](O[Si](O1)(CCCCCCCCCCCCCCCCCCCCCC)C)(CCCCCCCCCCCCCCCCCCCCCC)C)(CCCCCCCCCCCCCCCCCCCCCC)C)CCCCCCCCCCCCCCCCCCCCCC tetramethyl-tetra(docosyl)cyclotetrasiloxane